2-((4-(1,1-dioxido-1,2-thiazinan-2-yl)-3-fluorophenyl)amino)-4-((tetrahydro-2H-pyran-4-yl)amino)-7H-pyrrolo[2,3-d]pyrimidine-5-carbonitrile O=S1(N(CCCC1)C1=C(C=C(C=C1)NC=1N=C(C2=C(N1)NC=C2C#N)NC2CCOCC2)F)=O